2,4,6-trichlorophenol acetate C(C)(=O)OC1=C(C=C(C=C1Cl)Cl)Cl